fluoro-2-((1-(4-fluorobenzyl)piperidin-4-yl)methyl)-5,6-dimethoxy-2,3-dihydrobenzo[b]thiophene 1,1-dioxide FC1(CC2=C(S1(=O)=O)C=C(C(=C2)OC)OC)CC2CCN(CC2)CC2=CC=C(C=C2)F